3-(2-(6-(2-ethyl-5-fluoro-4-hydroxyphenyl)-1H-indazol-3-yl)-4,6-dihydropyrrolo[3,4-d]imidazol-5(1H)-yl)-3-oxopropanenitrile C(C)C1=C(C=C(C(=C1)O)F)C1=CC=C2C(=NNC2=C1)C1=NC2=C(N1)CN(C2)C(CC#N)=O